[F].C(=O)O.C1(CCCCC1)N1N=CC=C1C=1C(=NOC1C1=CC(=C(C=C1)F)O)C(=O)N (1-cyclohexyl-1H-pyrazol-5-yl)-5-(4-fluoro-3-hydroxyphenyl)isoxazole-3-carboxamide format fluorine